1,2,3,4,5,6,7,8-octahydro-1-(methoxyphenyl)methylisoquinoline COC1=C(C=CC=C1)CC1NCCC=2CCCCC12